(4-bromo-3-fluorophenyl)-2-oxa-6-azaspiro[3.3]heptane BrC1=C(C=C(C=C1)C1OCC12CNC2)F